(1S,3R)-N-(5-chloro-4-(7-fluoro-3-isopropyl-2-methyl-2H-indazol-5-yl)pyridin-2-yl)-3-(3-methoxyureido)cyclohexane-1-carboxamide ClC=1C(=CC(=NC1)NC(=O)[C@@H]1C[C@@H](CCC1)NC(=O)NOC)C1=CC2=C(N(N=C2C(=C1)F)C)C(C)C